tert-butyl ((1-((4-methoxy-3-((phenylmethyl) sulfonamido)benzo[d]isoxazol-6-yl)methyl)-1H-pyrazol-3-yl)methyl)carbamate COC1=CC(=CC2=C1C(=NO2)NS(=O)(=O)CC2=CC=CC=C2)CN2N=C(C=C2)CNC(OC(C)(C)C)=O